4-[(4-ethylpiperazin-1-yl)methyl]-N-[3-fluoro-4-methyl-5-[(4-pyridin-3-ylpyrimidin-2-yl)amino]phenyl]-3-(trifluoromethyl)benzamide C(C)N1CCN(CC1)CC1=C(C=C(C(=O)NC2=CC(=C(C(=C2)NC2=NC=CC(=N2)C=2C=NC=CC2)C)F)C=C1)C(F)(F)F